ClC=1C=CC(=NC1)S(=O)(=O)NC=1C=CC=C2C=CC=NC12 5-chloro-N-(quinolin-8-yl)pyridine-2-sulfonamide